ClC1=C(C=CC=C1)N(C1=NC=C(C=N1)C(=O)NCCCCCCC(=O)NO)C1=CC=CC=C1 2-[(2-chlorophenyl)phenylamino]-N-[7-(hydroxyamino)-7-oxoheptyl]-5-pyrimidinecarboxamide